N-ethyl-N'-(2-hydroxyethyl)urea C(C)NC(=O)NCCO